(6-bromo-2-pyridyl)imino-dimethyl-oxo-sulfane BrC1=CC=CC(=N1)N=CS(=O)C